COC1=C(C=CC(=C1)OCCOC)NC1=CC=NC2=CC(=CC=C12)N1CCN(CC1)C1COC1 N-(2-methoxy-4-(2-methoxyethoxy)phenyl)-7-(4-(oxetan-3-yl)piperazin-1-yl)quinolin-4-amine